[C@H]12CN(C[C@H](CC1)N2)C=2C1=C(N=C(N2)OCC23CCCN3CCC2)CN(CC1)C1=CC=CC2=CC=CC(=C12)CC 4-((1R,5S)-3,8-diazabicyclo[3.2.1]octan-3-yl)-7-(8-ethylnaphthalen-1-yl)-2-((tetrahydro-1H-pyrrolizin-7a(5H)-yl)methoxy)-5,6,7,8-tetrahydropyrido[3,4-d]pyrimidine